Ethyl 7-[7-(tert-butoxycarbonyl)-2,2-difluoro-7-azaspiro[3.5]nonan-6-yl]-1H-indazole-4-carboxylate C(C)(C)(C)OC(=O)N1C(CC2(CC(C2)(F)F)CC1)C1=CC=C(C=2C=NNC12)C(=O)OCC